FC=1C=C(C=CC1N1CCN(CC1)C1CCOCC1)C1=CC2=C(C(=N1)C)C=C(N2C)C2=CC=C(C=C2)S(=O)(=O)C 6-(3-Fluoro-4-(4-(tetrahydro-2H-pyran-4-yl)piperazin-1-yl)phenyl)-1,4-dimethyl-2-(4-(methylsulfonyl)phenyl)-1H-pyrrolo[3,2-c]pyridin